phenethyl (1-(2-cyanopyrimidin-4-yl)cyclopentyl)carbamate C(#N)C1=NC=CC(=N1)C1(CCCC1)NC(OCCC1=CC=CC=C1)=O